ClC1=C(C=C(C=C1)N1CCC(CC1)N1CCN(CC1)C1=CC(=C(C=C1F)NC1C(NC(CC1)=O)=O)OC)F 3-((4-(4-(1-(4-Chloro-3-fluorophenyl)piperidin-4-yl)piperazin-1-yl)-5-fluoro-2-methoxyphenyl)amino)piperidine-2,6-dione